BrC=1C=CC2=C(NC(=N2)[C@H]2N(CCC3=C2N=CN3)C(=O)C=3SC=C(N3)Cl)C1 (S)-(4-(6-bromo-1H-benzo[d]imidazol-2-yl)-6,7-dihydro-1H-imidazo[4,5-c]pyridin-5(4H)-yl)(4-chlorothiazol-2-yl)methanone